D-Ribose-2-13C O=C[13C@H](O)[C@H](O)[C@H](O)CO